yttrium-vanadium tetroxide [O-2].[O-2].[O-2].[O-2].[V+5].[Y+3]